ClC1=NC=CC=C1C=1OC=C(N1)C(=O)OC Methyl 2-(2-chloro-3-pyridyl)oxazole-4-carboxylate